FC=1C=C(C=CC1)C1=CC=C2C(CCSC2=C1)NC(O[C@@H]1CN2CCC1CC2)=O (S)-quinuclidin-3-yl (7-(3-fluorophenyl)thiochroman-4-yl)carbamate